BrC1=C2C=NN(C2=CC=C1C(=O)OC(C)(C)C)C1OCCCC1 tert-butyl 4-bromo-1-(tetrahydro-2H-pyran-2-yl)-1H-indazole-5-carboxylate